2-[4-[2-(dimethylamino)ethoxy]anilino]-8-methyl-6-(5-methyl-4-prop-2-enoyl-2,3-dihydroquinoxalin-1-yl)pyrido[2,3-d]pyrimidin-7-one CN(CCOC1=CC=C(NC=2N=CC3=C(N2)N(C(C(=C3)N3CCN(C2=C(C=CC=C32)C)C(C=C)=O)=O)C)C=C1)C